tert-butyl-4-[p-(hydroxymethyl)phenyl]-1-piperidinecarboxylate C(C)(C)(C)OC(=O)N1CCC(CC1)C1=CC=C(C=C1)CO